1-(2-chlorophenyl)-5-(trifluoromethyl)-1H-pyrazole-4-carboxylic acid ClC1=C(C=CC=C1)N1N=CC(=C1C(F)(F)F)C(=O)O